1-(4-((4-((4-([1,2,4]triazolo[1,5-a]pyridin-7-yloxy)-2-fluoro-3-methylphenyl)amino)pyrido[3,2-d]pyrimidin-6-yl)oxy)piperidin-1-yl)prop-2-en-1-one N=1C=NN2C1C=C(C=C2)OC2=C(C(=C(C=C2)NC=2C1=C(N=CN2)C=CC(=N1)OC1CCN(CC1)C(C=C)=O)F)C